(6S)-6,7-Difluoro-N-(2-(pyrrolidin-1-yl)-((4-(trifluoromethyl)benzyl)amino)phenyl)heptanamid F[C@@H](CCCCC(=O)NC1=C(C(=CC=C1)NCC1=CC=C(C=C1)C(F)(F)F)N1CCCC1)CF